C(C)OC(C(CC=1C=C(C=C(C1)CP(=O)(O)O)C1=CC=CC=C1)N)=O (-)-α-amino-3-(5-phosphonomethyl-[1,1'-biphenyl]-3-yl)propanoic acid ethyl ester